3,5-di-nitrosalicylic acid [N+](=O)([O-])C1=C(C(C(=O)O)=CC(=C1)[N+](=O)[O-])O